F[C@@]1(CN(C[C@H](C1)NC1=NC=CC(=N1)C=1C(=NC=CC1)F)C(=O)OCC1=CC=CC=C1)C benzyl (3S,5S)-3-fluoro-5-((4-(2-fluoro-3-pyridyl)pyrimidin-2-yl)amino)-3-methyl-piperidine-1-carboxylate